(3S)-1-(1-((5-Chloro-2-pyridinyl)methyl)-1H-benzimidazol-2-yl)-N-methyl-3-piperidinamin ClC=1C=CC(=NC1)CN1C(=NC2=C1C=CC=C2)N2C[C@H](CCC2)NC